6-((2R,3S)-2-amino-3-fluorobutyl)-7-bromo-2-chloro-N-(oxazol-2-ylmethyl)pyrrolo[2,1-f][1,2,4]triazin-4-amine N[C@H](CC=1C=C2C(=NC(=NN2C1Br)Cl)NCC=1OC=CN1)[C@H](C)F